tert-butyl 5-amino-4-[4-methoxy-1-oxo-5-(4-piperidinyl) isoindolin-2-yl]-5-oxo-pentanoate NC(C(CCC(=O)OC(C)(C)C)N1C(C2=CC=C(C(=C2C1)OC)C1CCNCC1)=O)=O